C(C)C=1N=C(C(=NC1)C=1C(=CC(=C(C(=O)N)C1F)F)F)C1=CC=NN1C(F)(F)F 5-(ethyl-3-(trifluoromethyl-1H-pyrazol-5-yl)pyrazin-2-yl)-2,4,6-trifluorobenzamide